tert-butyl 6-(6-(2-(ethyl (isopropyl) carbamoyl)-4-fluorophenoxy)-1,2,4-triazin-5-yl)-2,6-diazaspiro[3.4]octane-2-carboxylate C(C)N(C(=O)C1=C(OC2=C(N=CN=N2)N2CC3(CN(C3)C(=O)OC(C)(C)C)CC2)C=CC(=C1)F)C(C)C